N4-(4-(2-amino-5-methylpyrimidin-4-yl)phenyl)pyrimidine-2,4-diamine NC1=NC=C(C(=N1)C1=CC=C(C=C1)NC1=NC(=NC=C1)N)C